ClC=1C(=NC(=NC1)N[C@@H]1C[C@H]2CO[C@@H]([C@H]1O)O2)C=2C=C(C1=C(N(C(=N1)C1=NC=CC=C1)C(C)C)C2)F (1S,3R,4S,5R)-3-((5-chloro-4-(4-fluoro-1-isopropyl-2-(pyridin-2-yl)-1H-benzo[d]imidazol-6-yl)pyrimidin-2-yl)amino)-6,8-dioxabicyclo[3.2.1]octan-4-ol